2-bromo-4-chlorobenzo[d]thiazole BrC=1SC2=C(N1)C(=CC=C2)Cl